Ethyl (2R)-2-{[(1,2,3,5,6,7-hexahydro-s-indacen-4-yl)carbamoyl] oxy}-3-(3-methyl-1H-1,2,4-triazol-1-yl)propanoate C1CCC2=C(C=3CCCC3C=C12)NC(=O)O[C@@H](C(=O)OCC)CN1N=C(N=C1)C